(1S,2S)-N-(6-(5-chloro-6-fluoro-7-((R)-3-methoxypyrrolidin-1-yl)-1H-indazol-4-yl)imidazo[1,2-a]pyrazin-2-yl)-2-fluorocyclopropane-1-carboxamide ClC=1C(=C2C=NNC2=C(C1F)N1C[C@@H](CC1)OC)C=1N=CC=2N(C1)C=C(N2)NC(=O)[C@H]2[C@H](C2)F